4-(3-(4-(trifluoromethyl)phenoxy)azetidin-1-yl)benzoic acid FC(C1=CC=C(OC2CN(C2)C2=CC=C(C(=O)O)C=C2)C=C1)(F)F